1,2-dichloro-2-iodo-1,1,2-trifluoroethane ClC(C(F)(I)Cl)(F)F